C1(CC1)N1CC2(CN(C2)C2=NC(=CC3=C2N=C(N=C3)NC3CCN(CC3)S(=O)(=O)C3CC3)C)C1 8-(6-cyclopropyl-2,6-diazaspiro[3.3]heptan-2-yl)-N-(1-(cyclopropylsulfonyl)piperidin-4-yl)-6-methylpyrido[3,4-d]pyrimidin-2-amine